5-isopropyl-2-methylphenyl formate C(=O)OC1=C(C=CC(=C1)C(C)C)C